3-(6-(4-((R)-4-((1r,4S)-4-(4-bromo-3-methylphenoxy)cyclohexyl)butan-2-yl)piperazin-1-yl)-1-methyl-1H-indazol-3-yl)piperidine-2,6-dione BrC1=C(C=C(OC2CCC(CC2)CC[C@@H](C)N2CCN(CC2)C2=CC=C3C(=NN(C3=C2)C)C2C(NC(CC2)=O)=O)C=C1)C